ClC1=C2C(=NC=NC2=CC=C1NC(\C=C\CNC1CC1)=O)NC1=C(C(=CC=C1)Cl)F (E)-N-(5-chloro-4-((3-chloro-2-fluorophenyl)amino)quinazolin-6-yl)-4-(cyclopropylamino)but-2-enamide